[Cl-].C(C1=CC=CC=C1)(=O)C1=CC=C(C[N+](C)(C)C)C=C1 4-benzoyl-N,N,N-trimethylbenzylammonium chloride